COC1=C(C=CC=C1)CN(C(=O)C=1SC(=C(C1)C)C)CCC N-[(2-methoxyphenyl)methyl]-4,5-dimethyl-N-propyl-2-thiophenecarboxamide